F[C@H]1[C@@H](C1)N1C(C(=CC=C1)NC(=O)C1=CC2=CN(N=C2C=C1OC(C)C)C12COC(C1)(C2)C)=O N-(1-((1r,2r)-2-fluorocyclopropyl)-2-oxo-1,2-dihydropyridin-3-yl)-6-isopropoxy-2-(1-methyl-2-oxabicyclo[2.1.1]hex-4-yl)-2H-indazole-5-carboxamide